NC1=NC2=CC=C(C=C2C=C1C)C(=O)N1C(CCCC1C1=NC=C(C=C1)C(F)(F)F)C (2-amino-3-methylquinolin-6-yl)(2-methyl-6-(5-(trifluoromethyl)pyridin-2-yl)piperidin-1-yl)methanone